BrC1=C(C=CC=C1C(C)OC)F 2-bromo-1-fluoro-3-(1-methoxyethyl)benzene